C(CCCCCCCC)(=O)C([C@](O)([C@](O)(COC(CCCCCCCC)=O)C(CCCCCCCC)=O)C(CCCCCCCC)=O)O 1,2,3,4-O-tetranonanoyl-erythritol